N,N'-bis(naphthalen-1-yl)-N,N'-di(phenyl)-2,2'-dimethylbenzidine C1(=CC=CC2=CC=CC=C12)N(C1=CC(=C(C=C1)C1=C(C=C(N(C2=CC=CC=C2)C2=CC=CC3=CC=CC=C23)C=C1)C)C)C1=CC=CC=C1